CNC(=O)C1=CC=C(C=N1)C=1C=C(C=CC1)CC(=O)N1CCN(CC1)C(=O)OC(C)(C)C tert-butyl 4-({3-[6-(methylcarbamoyl)pyridin-3-yl]phenyl}acetyl)piperazine-1-carboxylate